BrC=1C=C2C(=NC1OC)C(N(C2)C)=O 3-bromo-2-methoxy-6-methyl-5,6-dihydro-7H-pyrrolo[3,4-b]pyridin-7-one